8-(1-aminoethyl)-3,6-dimethyl-2-morpholino-quinoline-4-carbonitrile NC(C)C=1C=C(C=C2C(=C(C(=NC12)N1CCOCC1)C)C#N)C